tert-butyl 3-(7-benzyl-2-chloro-6-methyl-6,8-dihydro-5H-pyrido[3,4-d]pyrimidin-4-yl)-3,8-diazabicyclo[3.2.1]octane-8-carboxylate C(C1=CC=CC=C1)N1CC=2N=C(N=C(C2CC1C)N1CC2CCC(C1)N2C(=O)OC(C)(C)C)Cl